1-[2-(3,4-dimethoxyphenyl)ethyl]-4-(3-phenylpropyl)piperazine N-acetylmuramyl-d-glutamate C(C)(=O)N([C@H](CCC(=O)O)C(=O)O)C1[C@H](N)[C@@H](O[C@@H](C(=O)O)C)[C@H](O)[C@H](O1)CO.COC=1C=C(C=CC1OC)CCN1CCN(CC1)CCCC1=CC=CC=C1